2-(3,5-dichloro-4-((1-oxo-1,2-dihydropyrido[3,4-d]pyridazin-4-yl)oxy)phenyl)-3,5-dioxo-2,3,4,5-tetrahydro-1,2,4-triazine-6-carbonitrile ClC=1C=C(C=C(C1OC1=NNC(C2=C1C=NC=C2)=O)Cl)N2N=C(C(NC2=O)=O)C#N